Carbonic acid, 2,5-dioxo-1-pyrrolidinylbenzyl ester C(OCC1(C(C=CC(C1)=O)=O)N1CCCC1)([O-])=O